C(#N)C1=C(C=CC(=C1)C(F)(F)F)N1CCC(CC1)(C(=O)N[C@@H]1CNCC1)C=1C=CC(=NC1)C=1C(=NC=CC1)OCC 1-[2-cyano-4-(trifluoromethyl)phenyl]-4-{2'-ethoxy-[2,3'-bipyridine]-5-yl}-N-[(3S)-pyrrolidin-3-yl]piperidine-4-carboxamide